3-fluoro-3-(3-fluorophenyl)cyclobutanecarbonitrile FC1(CC(C1)C#N)C1=CC(=CC=C1)F